(R,E)-N-(1-(3,4-dimethoxyphenyl)ethyl)-3-(4-(4-((4-methylpiperazin-1-yl)methyl)phenyl)-1H-pyrrolo[2,3-b]pyridin-3-yl)acrylamide COC=1C=C(C=CC1OC)[C@@H](C)NC(\C=C\C1=CNC2=NC=CC(=C21)C2=CC=C(C=C2)CN2CCN(CC2)C)=O